OC(CC(=O)C1=CC=CC=C1)C1=CC=CC=C1 3-Hydroxy-1,3-diphenylpropan-1-one